Br.Br.ClC1=C(C=NN1)C1=CC=C2C(=CN(C2=C1)C[C@@H]1N(CC1)C)C(=O)[C@@H]1COC2=CC=C(C=C2C1)OC (6-(5-chloro-1H-pyrazol-4-yl)-1-(((R)-1-methylazetidin-2-yl)methyl)-1H-indol-3-yl)((S)-6-methoxychroman-3-yl)methanone dihydrobromide